C(CCC=C)C1CC1 1-(pent-4-enyl)cyclopropane